2-isopropyl-4-(4-(tert-butyl)phenyl)indene C(C)(C)C=1CC2=CC=CC(=C2C1)C1=CC=C(C=C1)C(C)(C)C